C(C)(C)(C)OC(=O)N1[C@@H](CNCC1)C.FC1=C(CNN)C=CC(=C1)F (2,4-difluorobenzyl)hydrazine tert-butyl-(2R)-2-methylpiperazine-1-carboxylate